ClC(=O)OC[C@@H]1CN(CC1)C(=O)OC(C)(C)C tert-butyl (3S)-3-[[(chlorocarbonyl)oxy]methyl]pyrrolidine-1-carboxylate